C(C)N(C=1SC(=CN1)C(=O)O)CCC(=O)NC1=CC(=CC=C1)C(=O)OC 2-(ethyl-(3-((3-(methoxycarbonyl)phenyl)amino)-3-oxopropyl)amino)thiazole-5-carboxylic acid